methyl 5-(2-(4,4-difluoroazepan-1-yl)-7-fluoroquinoline-3-carboxamido)thiophene-3-carboxylate FC1(CCN(CCC1)C1=NC2=CC(=CC=C2C=C1C(=O)NC1=CC(=CS1)C(=O)OC)F)F